4-((3aR,5s,6aS)-5-((6-(2-chloro-5-fluorophenyl)pyridazin-3-yl)amino)hexahydrocyclopenta[c]pyrrol-2(1H)-yl)tetrahydro-2H-thiopyran 1,1-dioxide ClC1=C(C=C(C=C1)F)C1=CC=C(N=N1)NC1C[C@@H]2[C@@H](CN(C2)C2CCS(CC2)(=O)=O)C1